(S)-1-(1-(4-chlorophenyl)ethyl)-N3-methyl-N5-(1H-pyrazol-4-yl)-1H-pyrazole-3,5-dicarboxamide ClC1=CC=C(C=C1)[C@H](C)N1N=C(C=C1C(=O)NC=1C=NNC1)C(=O)NC